NC1=NC(=NC(=N1)Cl)Cl 2-amino-4,6-dichloro-1,3,5-triazine